N1C=C(C2=CC=CC=C12)CC1(CC1)N 1-((1H-indol-3-yl)methyl)cyclopropaneamine